N=1ON=C2C1C=CC(=C2)C2N(CC(CC2)C)C(C(=O)O)=O 2-(2-(Benzo[c][1,2,5]oxadiazol-5-yl)-5-methylpiperidin-1-yl)-2-oxoacetic acid